2-(pyrrolidin-1-yl)ethyl-5-(trifluoromethoxy)-1H-indole N1(CCCC1)CCN1C=CC2=CC(=CC=C12)OC(F)(F)F